N[C@@H](CCCCN(C(=O)C=1C=CC2=C(B(OC2)O)C1)CC=1C=CC2=C(B(OC2)O)C1)C(=O)N (S)-N-(5,6-diamino-6-oxohexyl)-1-hydroxy-N-((1-hydroxy-1,3-dihydrobenzo[c][1,2]oxaborol-6-yl)methyl)-1,3-dihydrobenzo[c][1,2]oxaborole-6-carboxamide